Tris-(4-phenoxyphenyl)-sulfonium hexa-fluorophosphat F[P-](F)(F)(F)(F)F.O(C1=CC=CC=C1)C1=CC=C(C=C1)[S+](C1=CC=C(C=C1)OC1=CC=CC=C1)C1=CC=C(C=C1)OC1=CC=CC=C1